BrC1=CC(=NC=C1)OCCS(=O)(C)=NC(OCC1=CC=CC=C1)=O Benzyl ((2-((4-bromopyridin-2-yl)oxy)ethyl)(methyl)(oxo)-λ6-sulfanylidene)carbamate